ClC=1C=C(C=CC1Cl)C=1N=C(SC1C(C)C)NCC(CC=1C=CC=C2C=CN(C12)C(=O)OC(C)(C)C)C(=O)OC tert-butyl 7-(2-((4-(3,4-dichlorophenyl)-5-isopropylthiazol-2-ylamino) methyl)-3-methoxy-3-oxopropyl)-1H-indole-1-carboxylate